Dimethyl-(3-sulfopropyl)-ammonium hydroxide [OH-].C[NH+](CCCS(=O)(=O)O)C